ClC=1C=CC(=C(C1)C1=CC(=C(N=N1)OCC1CC(C1)(C)O)NC1=CC(=NC=C1)NC(=O)C1CC(C1)N1CCN(CC1)C)F N-(4-{[6-(5-chloro-2-fluorophenyl)-3-[(3-hydroxy-3-methylcyclobutyl)methoxy]-pyridazin-4-yl]amino}pyridin-2-yl)-3-(4-methylpiperazin-1-yl)cyclobutane-1-carboxamide